BrC=1C=C(C(=C2N=CC=NC12)N1C[C@@H](N([C@@H](C1)C)C(=O)OC(C)(C)C)C)F tert-butyl (2S,6R)-4-(8-bromo-6-fluoro-quinoxalin-5-yl)-2,6-dimethyl-piperazine-1-carboxylate